CC1=CC(=NN1C=1C=C2C=CN(C2=CC1)CC1=CC=C(C=C1)N[C@H]1CN(CC1)C)C(=O)N (R)-5-Methyl-1-(1-(4-((1-methylpyrrolidin-3-yl)amino)benzyl)-1H-indol-5-yl)-1H-pyrazol-3-carboxamid